C(C1=CC=CC=C1)(C1=CC=CC=C1)(C1=CC=CC=C1)N1C=NC(=C1)C1=C(C=C2C(CC23CCC3)=O)C=CC=C1 1-(2-(1-trityl-1H-imidazol-4-yl)benzylidene)spiro[3.3]heptan-2-one